N-(5-(azetidin-3-yl)pyridin-2-yl)-2-(4-(4-fluorophenyl)-1-isopropyl-1H-imidazol-5-yl)thiazole-4-carboxamide N1CC(C1)C=1C=CC(=NC1)NC(=O)C=1N=C(SC1)C1=C(N=CN1C(C)C)C1=CC=C(C=C1)F